1-fluoro-2,3-dinitro-benzene FC1=C(C(=CC=C1)[N+](=O)[O-])[N+](=O)[O-]